5-(imidazol-1-yl)-N-[2-(trifluoromethyl)pyridin-4-yl]benzamide N1(C=NC=C1)C=1C=CC=C(C(=O)NC2=CC(=NC=C2)C(F)(F)F)C1